C1(=CC=CC=C1)P(C1=C(C2=CC=CC=C2C=C1)C1=C(C=CC2=CC=CC=C12)P(C1=CC=CC=C1)C1=CC=CC=C1)C1=CC=CC=C1 [2'-(diphenylphosphanyl)-[1,1'-binaphthalen]-2-yl]diphenylphosphane